BrC1=C(C(=C(C(=C1[2H])[2H])F)[2H])[2H] 1-Bromo-4-fluorobenzene-2,3,5,6-d4